3,7-di(1H-indazol-5-yl)-8-methyl-10-(1-methylazetidin-3-yl)-10H-benzo[b]pyrido[2,3-e][1,4]oxazine N1N=CC2=CC(=CC=C12)C1=CC2=C(N(C3=C(O2)C=C(C(=C3)C)C=3C=C2C=NNC2=CC3)C3CN(C3)C)N=C1